ClC1=NC=NC(=C1)C1=CN=C2N1C=CC(=C2)F 4-chloro-6-{7-fluoroimidazo[1,2-a]pyridine-3-yl}pyrimidine